ethyl tetrahydro-1H-pyrrolizine-7a(5H)-carboxylate C1CCN2CCCC12C(=O)OCC